FC(C[C@]1(CN(CC1)C(C)(C)C=1C=CC(=NC1)C)CCC=1SC(=CC1)F)(CC)F |o1:3| (S or R)-5-(2-(3-(2,2-difluorobutyl)-3-(2-(5-fluorothiophen-2-yl)ethyl)pyrrolidin-1-yl)propan-2-yl)-2-methylpyridine